BrC1=CC(=C(OCCCC(C#N)(C)C)C=C1C)C 5-(4-bromo-2,5-dimethylphenoxy)-2,2-dimethylpentanenitrile